2-((2-((2,4-Dimethoxybenzyl)amino)-7-(6-((4-methylpiperazin-1-yl)methyl)pyridin-3-yl)pyrido[3,2-d]pyrimidin-4-yl)amino)-2-methylhexan-1-ol COC1=C(CNC=2N=C(C3=C(N2)C=C(C=N3)C=3C=NC(=CC3)CN3CCN(CC3)C)NC(CO)(CCCC)C)C=CC(=C1)OC